1-(2-pyrazinyl)piperidine N1=C(C=NC=C1)N1CCCCC1